methyl-2'-O-methyl-guanosine C[C@@]1([C@H](OC)[C@H](O)[C@@H](CO)O1)N1C=NC=2C(=O)NC(N)=NC12